N,N-dimethyl-methoxyaniline CN(C1=C(C=CC=C1)OC)C